COC(=O)C1=C(SC=C1C)NC(C(CC)C1=CC=C(C=C1)C(F)(F)F)=O 4-methyl-2-(2-(4-(trifluoromethyl)phenyl)butanamido)thiophene-3-carboxylic acid methyl ester